(R)-[6-(3,3-Difluoro-pyrrolidin-1-yl)-pyridazin-4-yl]-(1,3-dimethyl-azetidin-3-yl)-(4-isopropyl-phenyl)-methanol FC1(CN(CC1)C1=CC(=CN=N1)[C@@](O)(C1=CC=C(C=C1)C(C)C)C1(CN(C1)C)C)F